[Si](C1=CC=CC=C1)(C1=CC=CC=C1)(C(C)(C)C)O[C@H]1[C@@H](COC1)O (3R,4R)-4-((tert-butyldiphenylsilyl)oxy)tetrahydrofuran-3-ol